O.[OH-].[Li+].C(#N)C=1C=C(C=CC1)C=1N=C(SC1C1=CC(=NC(=C1)C)C)NC(=O)N1CC(C1)C(C)(C)O N-[4-(3-cyanophenyl)-5-(2,6-dimethyl-4-pyridinyl)thiazol-2-yl]-3-(1-hydroxy-1-methyl-ethyl)azetidine-1-carboxamide lithium hydroxide monohydrate